COC(=O)C=1NC=C(C1C1=CC=C(C=C1)F)I 3-(4-fluorophenyl)-4-iodo-1H-pyrrole-2-carboxylic acid methyl ester